cyclohexyl(5-(pyridin-3-yl)-4,5-dihydro-1H-pyrazol-1-yl)methanone C1(CCCCC1)C(=O)N1N=CCC1C=1C=NC=CC1